6-fluoro-4-[7-methyl-3-(trifluoromethyl)-7,8-dihydro-5H-1,6-naphthyridin-6-yl]quinazoline FC=1C=C2C(=NC=NC2=CC1)N1CC=2C=C(C=NC2CC1C)C(F)(F)F